C(C=C)N([C@@H](CO)C(=O)O)CC=C diallylserine